ClN1C(C2(C3=NC=CC=C31)COCC2)=O chloro-4,5-dihydro-2H-spiro[furan-3,3'-pyrrolo[3,2-b]pyridin]-2'(1'H)-one